CC1=CC=C(C=C1)S(=O)(=O)OCCC1=CC=C(C=C1)CC=1C2=C(OCCC1C1=C(C=CC=C1)C)C=C(C=C2)OC 4-((8-methoxy-4-(o-tolyl)-2,3-dihydrobenzo[b]oxepin-5-yl)methyl)phenethyl 4-methylbenzenesulfonate